racemic-trans-(±)-1,2-cyclohexanediamine (pyrophosphate) platinum (II) [Pt+2].[O-]P([O-])(=O)OP(=O)([O-])[O-].[C@@H]1([C@@H](CCCC1)N)N.[Pt+2] |r|